dimethylamino-acetyl chloride HCl salt Cl.CN(C)CC(=O)Cl